FC(C(C)(C)O)(F)C=1C(=C(C=CC1)[C@@H](C)NC1=NC(=NC2=CC3=C(C=C12)C(C(N3C)=O)(C)C)C(C)C)F (R)-4-((1-(3-(1,1-difluoro-2-hydroxy-2-methylpropyl)-2-fluorophenyl)ethyl)amino)-2-isopropyl-6,6,8-trimethyl-6H-pyrrolo[3,2-g]quinazolin-7(8H)-one